FC(OC1=C(C=C(C=C1)OC(F)F)C1=NN(C=C1NC(=O)C=1C=NN2C1N=CC=C2)CC=2N=NN(N2)C2CN(C2)CC2CN(C2)C)F N-[3-[2,5-bis(difluoromethoxy)phenyl]-1-[[2-[1-[(1-methylazetidin-3-yl)methyl]azetidin-3-yl]tetrazol-5-yl]methyl]pyrazol-4-yl]pyrazolo[1,5-a]pyrimidine-3-carboxamide